NC1=C(C(=NC(=C1I)C)N(CC1=C(C=C(C=C1)OC)OC)CC1=C(C=C(C=C1)OC)OC)NC(COCC)=O N-[4-amino-2-[bis[(2,4-dimethoxyphenyl)methyl]amino]-5-iodo-6-methyl-3-pyridyl]-2-ethoxy-acetamide